O=C1NC(CCC1N1C(C2=CC=C(C=C2C1=O)N1CC2(C1)CC(C2)C=O)=O)=O 2-(2-(2,6-Dioxopiperidin-3-yl)-1,3-dioxoisoindolin-5-yl)-2-azaspiro[3.3]heptane-6-carbaldehyde